CC1=NNC(=N1)CC(=O)N 2-(3-methyl-1H-1,2,4-triazol-5-yl)acetamide